L-aspartic acid-1,4-dipentyl ester hydrochloride Cl.C(CCCC)OC([C@@H](N)CC(=O)OCCCCC)=O